4-bromo-7-oxocyclohepta-1,3,5-trien-1-yl tert-butyl carbonate C(OC1=CC=C(C=CC1=O)Br)(OC(C)(C)C)=O